2-fluoro-1-(2-fluoro-11-imino-10,11-dihydro-5H-dibenzo[b,e][1,4]diazepin-5-yl)ethan-1-one FCC(=O)N1C2=C(NC(C3=C1C=CC(=C3)F)=N)C=CC=C2